2-((S)-1-acryloyl-4-((S)-2-methyl-2'-(((S)-1-methylpyrrolidin-2-yl)methoxy)-5',8'-dihydro-6'H-spiro[indene-1,7'-quinazolin]-4'-yl)piperazin-2-yl)acetonitrile C(C=C)(=O)N1[C@H](CN(CC1)C1=NC(=NC=2C[C@@]3(CCC12)C(=CC1=CC=CC=C13)C)OC[C@H]1N(CCC1)C)CC#N